ClC=1C=C(C=C(C1)F)[C@H]1N(OCC1)C(=O)C1CCN(CC1)C1=NC=NC(=C1)OC [(3S)-3-(3-chloro-5-fluoro-phenyl)isoxazolidin-2-yl]-[1-(6-methoxypyrimidin-4-yl)-4-piperidyl]methanone